Cl.[Cl-].C1(=CC=CC=C1)[P+](CC1=CC=NC=C1)(C1=CC=CC=C1)C1=CC=CC=C1 triphenyl(4-pyridinylmethyl)phosphonium chloride hydrochloride